(3-((2,6-Dioxopiperidin-3-yl) amino) phenyl) carbamate C(N)(OC1=CC(=CC=C1)NC1C(NC(CC1)=O)=O)=O